[1,3-bis(2,4,6-trimethylphenyl)-2-imidazolidinylidene](2-isopropoxy-5-nitrobenzylidene)ruthenium dichloride CC1=C(C(=CC(=C1)C)C)N1C(N(CC1)C1=C(C=C(C=C1C)C)C)=[Ru](=CC1=C(C=CC(=C1)[N+](=O)[O-])OC(C)C)(Cl)Cl